C(C)(C)(C)OC(=O)NCCCN1C(CN(CC1)C(=O)OCC1=CC=CC=C1)=O benzyl 4-{3-[(tert-butoxycarbonyl)amino]propyl}-3-oxopiperazine-1-carboxylate